dioxo-1,2-dihydrothieno[2,3-d]pyrimidine O=S1C=CC2=C1NC(N=C2)=O